2-[(1S)-1-(4-fluorophenyl)-2-morpholino-ethyl]isoindoline-1,3-dione FC1=CC=C(C=C1)[C@@H](CN1CCOCC1)N1C(C2=CC=CC=C2C1=O)=O